C(#N)C1=CC(=C(C(=O)O)C=C1)C(F)(F)F 4-cyano-2-(trifluoromethyl)benzoic acid